CN(C1CN(CC1)C=1N=CC(=NC1)N1C=NC(=C1)NC=1N=CC(=NC1)C#N)C 5-((1-(5-(3-(Dimethylamino)pyrrolidin-1-yl)pyrazin-2-yl)-1H-imidazol-4-yl)amino)pyrazine-2-carbonitrile